O=C1NC2=C(N(C(C1)=O)C1=CC=C(C(=O)O)C=C1)C=CC1=CC=CC=C12 4-[2,4-dioxo-3,4-dihydro-1H-naphtho[2,1-b][1,4]diazepin-5(2H)-yl]benzoic acid